(S)-3-((1-(7,8-dichloro-4-(1H-1,2,3-triazol-1-yl)quinolin-2-yl)pyrrolidin-2-yl)methoxy)propionic acid ClC1=CC=C2C(=CC(=NC2=C1Cl)N1[C@@H](CCC1)COCCC(=O)O)N1N=NC=C1